1,4-bis(hexafluoro-2-hydroxy-2-propyl)benzene Methyl-4-methyl-5-((7-methyl-8-oxo-9-(tetrahydro-2H-pyran-4-yl)-8,9-dihydro-7H-purin-2-yl)amino)picolinate COC(C1=NC=C(C(=C1)C)NC1=NC=C2N(C(N(C2=N1)C1CCOCC1)=O)C)=O.FC(C(C(F)(F)F)(O)C1=CC=C(C=C1)C(C(F)(F)F)(C(F)(F)F)O)(F)F